4,4'-diamino-2,2'-bis-trifluoromethylbenzanilide NC1=CC(=C(C(=O)NC2=C(C=C(C=C2)N)C(F)(F)F)C=C1)C(F)(F)F